BrC1=CC=CC=2N(C(NC21)=O)C2CCC(CC2)C(=O)NC=2C=C1C=CC=NC1=CC2 4-(4-bromo-2-oxo-2,3-dihydro-1H-1,3-benzodiazol-1-yl)-N-(quinolin-6-yl)cyclohexane-1-carboxamide